NC1=C(C=C(C=C1)N1CCOCC1)NC(OC(C)(C)C)=O Tert-butyl N-(2-amino-5-morpholino-phenyl)carbamate